4-methoxy-2-(trifluoromethoxy)benzoate COC1=CC(=C(C(=O)[O-])C=C1)OC(F)(F)F